O1N(CCC1)C=O isoxazolidin-2-yl-methanone